C(C#C)OCCCC(=O)O 4-(PROP-2-YN-1-YLOXY)BUTANOIC ACID